N1C=NC=C2C1=CC=N2 PYRROLO[3,2-D]PYRIMIDINE